C1(=CC=CC=C1)P(C(C1=C(C=C(C=C1C)C)C)=O)(C(C1=C(C=C(C=C1C)C)C)=O)=O phenyl-bis(2,4,6-trimethylbenzoyl)-phosphin oxide